BrC1=NN(C(=C1)C(=O)NC=1C(=CC=2N(C1C(=O)NC(C)C)N=CC2)C)C2=NC=CC=C2Cl 6-(3-Bromo-1-(3-chloropyridin-2-yl)-1H-pyrazol-5-carboxamido)-N-isopropyl-5-methylpyrazolo[1,5-a]pyridin-7-carboxamid